3-(1-(2-(2-methoxyphenyl)-2-((tetrahydro-2H-pyran-4-yl)oxy)ethyl)-5-methyl-6-(oxazol-2-yl)-2,4-dioxo-1,4-dihydrothieno[2,3-d]pyrimidin-3(2H)-yl)cyclobutane-1-carboxylic acid COC1=C(C=CC=C1)C(CN1C(N(C(C2=C1SC(=C2C)C=2OC=CN2)=O)C2CC(C2)C(=O)O)=O)OC2CCOCC2